NC=1C(=NC=C(C1)C1=CC=C(C=C1)F)NC(OC(C)(C)C)=O tert-butyl (3-amino-5-(4-fluorophenyl)pyridin-2-yl)carbamate